2-(5-(Azetidin-3-yloxy)pyrimidin-2-yl)-6-(3-methoxy-2-methylphenyl)phthalazin-1(2H)-one N1CC(C1)OC=1C=NC(=NC1)N1C(C2=CC=C(C=C2C=N1)C1=C(C(=CC=C1)OC)C)=O